(S)-5-amino-3-(4-((5-fluoro-2-methoxybenzamido)methyl)phenyl)-1-(1,1,1-trifluoropropan-2-yl)-1H-pyrazole-4-carboxylic acid NC1=C(C(=NN1[C@H](C(F)(F)F)C)C1=CC=C(C=C1)CNC(C1=C(C=CC(=C1)F)OC)=O)C(=O)O